BrC1=CC(=C(C(=C1)C(C)C)N1C(=NC2=C1C=CC=C2)C2=CC=CC=1C3=C(OC12)C(=C(C=C3)C#N)F)C(C)C 6-(1-(4-bromo-2,6-diisopropylphenyl)-1H-benzo[d]imidazol-2-yl)-4-fluorodibenzo[b,d]furan-3-carbonitrile